C(C(=C)C)(=O)O.C(C(=C)C)(=O)O.C(C(=C)C)(=O)O.C(O)C(CC)(CO)CO trimethylolpropane (trimethacrylate)